COC1=CC=C(C=C1)SC1=[N+](C=CC=C1)[O-] 2-(4-methoxyphenylthio)pyridine-N-oxide